5-fluoro-N-[3-(7-{[(3S,4R)-3-fluoro-1-methylpiperidin-4-yl]amino}-3-(2,2,2-trifluoroethyl)pyrazolo[1,5-a]pyridin-2-yl)prop-2-yn-1-yl]-1-methyl-1H-pyrazole-4-carboxamide FC1=C(C=NN1C)C(=O)NCC#CC1=NN2C(C=CC=C2N[C@H]2[C@H](CN(CC2)C)F)=C1CC(F)(F)F